5-bromo-2-Cyanopyrimidine BrC=1C=NC(=NC1)C#N